Methyl-5-bromo-2-iodobenzoic acid (iodobenzoate) IC1=C(C(=O)O)C=CC=C1.CC=1C(=C(C(=O)O)C=C(C1)Br)I